3-((1R,5S,6r)-3-oxabicyclo[3.1.0]hexan-6-yl)-6-(2,6-difluorobenzyl)-7-(fluoromethyl)-3,6-dihydro-4H-pyrazolo[4,3-d][1,2,3]triazin-4-one [C@H]12COC[C@@H]2C1N1N=NC=2C(C1=O)=NN(C2CF)CC2=C(C=CC=C2F)F